C1(CC1)C1=C(C=CC(=C1)CCCN1CCOCC1)NC1=NC=C(C(=N1)NCCCN1C(COCCC1)=O)C(F)(F)F 4-(3-((2-((2-cyclopropyl-4-(3-morpholinopropyl)phenyl)amino)-5-(trifluoromethyl)pyrimidin-4-yl)amino)propyl)-1,4-oxazepan-3-one